C(CCC)OC(C1CCN(CC1)C1=CC(=C(C(=C1)F)C=1CCN(CC1)C1=CC(=C(C#N)C=C1)C(F)(F)F)F)OCCCC 4-[4-{4-[4-(Dibutoxymethyl)piperidin-1-yl]-2,6-difluorophenyl}-3,6-dihydropyridin-1(2H)-yl]-2-(trifluoromethyl)benzonitrile